3-aminomethylphenylboronate NCC=1C=C(C=CC1)B([O-])[O-]